4-(2-{[(4aS,7aR)-1-methyl-octahydro-1H-cyclopenta[b]pyridin-4a-yl]methoxy}-4-[(1S,6R)-3,9-diazabicyclo[4.2.1]nonan-3-yl]-8-fluoroquinazolin-7-yl)-5-ethylnaphthalen-2-ol CN1[C@H]2[C@@](CCC1)(CCC2)COC2=NC1=C(C(=CC=C1C(=N2)N2C[C@@H]1CC[C@H](CC2)N1)C1=CC(=CC2=CC=CC(=C12)CC)O)F